O=C1N(CCN1)C(=O)N 2-oxoimidazolidine-1-carboxamide